[Si](C)(C)(C(C)(C)C)OC[C@@H](C(=O)NC(C(=O)OC)=C)NC(=O)C=1C=NN(C1)C1=CC=CC=C1 Methyl (s)-2-(3-((tert-butyldimethylsilyl)oxy)-2-(1-phenyl-1H-pyrazole-4-carboxamido)propanamido)acrylate